NC1=C2N=C(N(C2=NC=N1)CC(=O)OCCCC)C butyl 2-(6-amino-8-methyl-9H-purin-9-yl)acetate